1-PHENYL-PYRROL-3-YLBORONIC ACID C1(=CC=CC=C1)N1C=C(C=C1)B(O)O